8-(imidazo[1,2-a]pyridin-7-ylamino)-2-methylthieno[2,3-g]quinoline 1,1-dioxide N=1C=CN2C1C=C(C=C2)NC2=CC=NC=1C=C3C(=CC21)S(C(=C3)C)(=O)=O